N[C@@H](C(C(=O)O)=O)CC1=CC=NC=C1 (R)-3-amino-2-oxo-4-(pyridin-4-yl)butanoic acid